C(C1=CC=CC=C1)OC(=O)N[C@H](C(=O)OC)C1CC2(C1)CCC2 methyl (2S)-2-(benzyloxycarbonylamino)-2-spiro[3.3]heptane-2-yl-acetate